p-methoxystyrol sodium salt [Na].COC1=CC=C(C=C)C=C1